C(CCC)C1C(CCCC1)OCC(CC)O 1-(2-butylcyclohexyloxy)-2-butanol